5-(sulfo)isophthalic acid sodium salt [Na+].S(=O)(=O)([O-])C=1C=C(C=C(C(=O)[O-])C1)C(=O)[O-].[Na+].[Na+]